4-((1S,2S)-2-(6-(2,4-dioxo-1,2,3,4-tetrahydropyrimidin-5-yl)-3-fluoroimidazo[1,2-b]pyridazin-8-yl)cyclopropyl)-N-methylbenzamide O=C1NC=C(C(N1)=O)C=1C=C(C=2N(N1)C(=CN2)F)[C@@H]2[C@H](C2)C2=CC=C(C(=O)NC)C=C2